ClC=1C=C(OCC(=O)N)C=C(C1CC=1C=C(C(=CC1)O)C1=C(C=CC=C1)Cl)Cl 2-(3,5-dichloro-4-((2'-chloro-6-hydroxy-[1,1'-biphenyl]-3-yl)methyl)phenoxy)acetamide